3,5,5-trifluoro-(S)-4-hydroxy-1-methyl-1H,4H,5H,6H,7H-pyrazolo[3,4-b]pyridin-6-one FC1=NN(C=2NC(C([C@H](C21)O)(F)F)=O)C